FC(N1C=C(C=C1C)C(=O)NC1CCC(CC1)NC1=CC=CC=2N1C=C(N2)C(F)F)F 1-(difluoromethyl)-5-methyl-N-[(1s,4s)-4-{[2-(difluoromethyl)imidazo[1,2-a]pyridin-5-yl]amino}cyclohexyl]-1H-pyrrole-3-carboxamide